N-(3-(2-hydroxyethyl)tetrahydrofuran-3-yl)-2-methyl-5-((4-methylthiazol-5-yl)methoxy)benzofuran OCCC1(COCC1)N1CSC(=C1C)COC=1C=CC2=C(C=C(O2)C)C1